N-[(2,3-dichloro-6-hydroxyphenyl)(3-methylpyridin-4-yl)methyl]azetidine-3-carboxamide ClC1=C(C(=CC=C1Cl)O)C(NC(=O)C1CNC1)C1=C(C=NC=C1)C